ClC=1C=CC2=C(C(N(C(O2)=O)C2=C(C=C(C=C2)I)F)=O)C1 6-Chloro-3-(2-fluoro-4-iodophenyl)-1,3-benzoxazine-2,4-dione